tricyclohexyl-phosphinic acid C1(CCCCC1)OP(=O)(C1CCCCC1)C1CCCCC1